N-[3-(7-{[(3S,4R)-3-fluoro-1-methylpiperidin-4-yl]amino}-3-(2,2,2-trifluoroethyl)pyrazolo[1,5-a]pyridin-2-yl)prop-2-yn-1-yl]-1-(1-fluoro-2-methylpropane-2-yl)-1H-pyrazole-4-carboxamide F[C@H]1CN(CC[C@H]1NC1=CC=CC=2N1N=C(C2CC(F)(F)F)C#CCNC(=O)C=2C=NN(C2)C(CF)(C)C)C